3,6-dihydroxyl-benzonorbornene OC1C2C3=C(C1CC2)C=C(C=C3)O